3-((2S)-3-(8-(5-cyano-2-methylphenylsulfonyl)-1-oxa-8-azaspiro[4.5]decan-3-ylamino)-2-hydroxypropoxy)-N-methylbenzenesulfonamide C(#N)C=1C=CC(=C(C1)S(=O)(=O)N1CCC2(CC(CO2)NC[C@@H](COC=2C=C(C=CC2)S(=O)(=O)NC)O)CC1)C